O[C@H](CO)C1=CC=C(C=N1)NC(=O)[C@@H]1O[C@]([C@H]([C@H]1C1=C(C(=C(C=C1)F)C)OCC)C)(C(F)(F)F)C (2R,3S,4S,5R)-N-(6-((S)-1,2-dihydroxyethyl)pyridin-3-yl)-3-(2-ethoxy-4-fluoro-3-methylphenyl)-4,5-dimethyl-5-(trifluoromethyl)tetrahydrofuran-2-carboxamide